CCCCCC/C=C\CCCCCCCC(=O)O[C@H](COC(=O)CCC/C=C\C/C=C\C/C=C\C/C=C\CCCCC)COP(=O)(O)OC[C@H](CO)O 1-(5Z,8Z,11Z,14Z-eicosatetraenoyl)-2-(9Z-hexadecenoyl)-glycero-3-phospho-(1'-sn-glycerol)